COC1=CC(=NC2=CC(=CC=C12)C(=O)NCCC=O)C1=CC=C(C=C1)C(F)(F)F 4-methoxy-N-(3-oxopropyl)-2-(4-(trifluoromethyl)phenyl)quinoline-7-carboxamide